6-(2-(4-Fluoro-3-methoxyphenyl)pyridin-3-yl)-1H-pyrazolo[4,3-b]pyridin FC1=C(C=C(C=C1)C1=NC=CC=C1C=1C=C2C(=NC1)C=NN2)OC